C(CC(O)(C(=O)O)CC(=O)O)(=O)O.FC=1C=CC2=C(NC(=N2)[C@@]2(CN(CC2)C(C)(C)C=2C=NC(=CC2)C)CCC=2SC(=CC2)F)C1 |o1:22| (S or R)-6-fluoro-2-(3-(2-(5-fluorothiophen-2-yl)ethyl)-1-(2-(6-methylpyridin-3-yl)propan-2-yl)pyrrolidin-3-yl)-1H-benzo[d]imidazole citrate